(R)-1-((4-chloro-5-fluoro-2-(2-methoxy-7-methylquinoxalin-5-yl)benzo[d]thiazol-6-yl)oxy)propan-2-yl (6-(2-hydroxyethyl)pyridin-3-yl)carbamate OCCC1=CC=C(C=N1)NC(O[C@@H](COC1=CC2=C(N=C(S2)C2=C3N=CC(=NC3=CC(=C2)C)OC)C(=C1F)Cl)C)=O